(E)-5-(4-chlorophenyl)-N-(2-(3-(hydroxyamino)-3-oxoprop-1-en-1-yl)phenyl)-2-methylfuran-3-carboxamide ClC1=CC=C(C=C1)C1=CC(=C(O1)C)C(=O)NC1=C(C=CC=C1)\C=C\C(=O)NO